FC(C(C(F)(F)F)(O)C1=CC=C(C=C1)C1=CC=C(C=C1)CN1[C@H](CN(CC1)CC1=CC=NC=C1)C(=O)OC(C)C)(F)F isopropyl (R)-1-((4'-(1,1,1,3,3,3-hexafluoro-2-hydroxypropan-2-yl)-[1,1'-biphenyl]-4-yl)methyl)-4-(pyridin-4-ylmethyl)piperazine-2-carboxylate